The molecule is a monosaccharide derivative that is beta-D-glucopyranose having a methyl group at the 3-position and a 1-carboxyethylidene group masking the 4-and 6-positions. It derives from a beta-D-glucose. C[C@@]1(OC[C@@H]2[C@@H](O1)[C@@H]([C@H]([C@@H](O2)O)O)OC)C(=O)O